6-(Difluoromethyl)-5-fluoropyridine-3-carboxylic acid methyl ester COC(=O)C=1C=NC(=C(C1)F)C(F)F